5-(hydroxymethyl)-2-[(1-methanesulfonylpiperidin-4-yl)methoxy]benzonitrile OCC=1C=CC(=C(C#N)C1)OCC1CCN(CC1)S(=O)(=O)C